[N+](=O)(OC1CN(C1)S(=O)(=O)C1=CC(=C(C=C1)OCC)C1=NN2C(C(N1)=O)=C(N=C2CCC)C)[O-] 1-((4-ethoxy-3-(5-methyl-4-oxo-7-propyl-3,4-dihydroimidazo[5,1-f][1,2,4]triazin-2-yl)phenyl)sulfonyl)azetidin-3-yl nitrate